1-(3-Bromo-1-(4-methoxybenzyl)-1H-1,2,4-triazol-5-yl)-2-chloroethanone BrC1=NN(C(=N1)C(CCl)=O)CC1=CC=C(C=C1)OC